C(CCCCCCCCCCCCCCCCC)(=O)OC1CC(N(C(C1)(C)C)C)(C)C 1,2,2,6,6-pentamethyl-4-piperidyl octadecanoate